bis-(2-(piperazin-1-yl)propyl)amine N1(CCNCC1)C(CNCC(C)N1CCNCC1)C